2,4,6-trimethoxyphenylselenium COC1=C(C(=CC(=C1)OC)OC)[Se]